C(CCCCCCCCCCC)(=O)OCCNC(=O)OCC1=CC=CC=C1 2-(((benzyloxy)carbonyl)amino)ethyl dodecanoate